ClC1=C(C=C(C(=O)OC)C=C1)C(F)F Methyl 4-chloro-3-(difluoromethyl)benzoate